(3R,4R)-4-({5-chloro-7-isopropylimidazo[4,3-f][1,2,4]triazin-2-yl}amino)-1-methanesulfonylpiperidin-3-ol ClC=1N=C(N2N=C(N=CC21)N[C@H]2[C@@H](CN(CC2)S(=O)(=O)C)O)C(C)C